(2S,4r)-1-[(2S)-2-(4-cyclopropyl-triazol-1-yl)-3,3-dimethyl-butyryl]-N-[(3,4-difluorophenyl)-(1-methylimidazol-2-yl)methyl]-4-hydroxy-pyrrolidine-2-carboxamide C1(CC1)C=1N=NN(C1)[C@H](C(=O)N1[C@@H](C[C@H](C1)O)C(=O)NC(C=1N(C=CN1)C)C1=CC(=C(C=C1)F)F)C(C)(C)C